O[C@@H](CC1=CC2=C(N=C(N=C2)NC2=CC=C(C=N2)N2C(CNCC2)=O)C(=N1)N1CCCCC1)C 1-[6-[[6-[(2R)-2-hydroxypropyl]-8-piperidin-1-ylpyrido[3,4-d]pyrimidin-2-yl]amino]pyridin-3-yl]piperazin-2-one